FC(C1=CC=NN1CC1CC2(CNC2)C1)(F)F 6-[[5-(Trifluoromethyl)pyrazol-1-yl]methyl]-2-azaspiro[3.3]heptane